N-[(1R)-1-(3-benzoylphenyl)ethyl]cyclobutanecarboxamide C(C1=CC=CC=C1)(=O)C=1C=C(C=CC1)[C@@H](C)NC(=O)C1CCC1